3-tertiary-Butyl 6-(6-chloropyridin-2-yl)-3-azabicyclo[4.1.0]heptane-3-carboxylate ClC1=CC=CC(=N1)C12CCN(CC2C1)C(=O)OC(C)(C)C